FC(C(=O)NCC(=O)OC(C(C)C)OC(NC[C@@]1(C(CCCC1)=O)C1=C(C=CC=C1)Cl)=O)(F)F (S)-1-(2-chlorophenyl)-2-oxocyclohexylmethylcarbamic acid 1-(2-(2,2,2-trifluoroacetylamino) acetyloxy)-2-methylpropyl ester